cyclopropyl-5-(2,6-dichloro-4-nitrophenoxy)pyridin-2(1H)-one C1(CC1)N1C(C=CC(=C1)OC1=C(C=C(C=C1Cl)[N+](=O)[O-])Cl)=O